[Si]([O-])([O-])([O-])O.[Li+].[Mg+2] magnesium lithium silicate salt